C[C@@H]1CNCCN1C1=NC=NC(=C1)OC1=CC=C(C=C1)NC(=O)NC1=CC(=C(C=C1)C)C(F)(F)F (R)-3-methyl-4-(6-(4-(3-(4-methyl-3-(trifluoromethyl)phenyl)ureido)phenoxy)pyrimidin-4-yl)piperazin